3,3,4-trimethylpentanal CC(CC=O)(C(C)C)C